1-(4-(7-(3-hydroxynaphthalen-1-yl)-2-((1-methylpyrrolidin-3-yl)oxy)-5,6,7,8-tetrahydropyrido[3,4-d]pyrimidin-4-yl)piperazin-1-yl)prop-2-en-1-one OC=1C=C(C2=CC=CC=C2C1)N1CC=2N=C(N=C(C2CC1)N1CCN(CC1)C(C=C)=O)OC1CN(CC1)C